N-(3-(difluoromethyl)-1-((1R,4R)-4-(2-hydroxyethyl)cyclohexyl)-1H-pyrazol-4-yl)-5-morpholinopyrazolo[1,5-a]pyrimidine-3-carboxamide FC(C1=NN(C=C1NC(=O)C=1C=NN2C1N=C(C=C2)N2CCOCC2)C2CCC(CC2)CCO)F